(2-(5-methoxy-1H-pyrrolo[3,2-b]pyridin-3-yl)ethyl)acetamide COC1=CC=C2C(=N1)C(=CN2)CCCC(=O)N